5-((6,7-dimethoxy-3-methyl-4-oxo-3,4-dihydro-phthalazin-1-yl)methyl)indoline-1-carboxylic acid tert-butyl ester C(C)(C)(C)OC(=O)N1CCC2=CC(=CC=C12)CC1=NN(C(C2=CC(=C(C=C12)OC)OC)=O)C